FC=1C(=CC(=C(C1)C1=CC=C2C(=NNC2=C1)C1=NC2=C(N1)CN(C2)C(=O)NC[C@@H](C)O)C([2H])([2H])[2H])O (R)-2-(6-(5-fluoro-4-hydroxy-2-(methyl-d3)phenyl)-1H-indazol-3-yl)-N-(2-hydroxypropyl)-4,6-dihydropyrrolo[3,4-d]imidazole-5(1H)-carboxamide